C(CCC(=O)O)(=O)O.N1(CCCC1)CCNC(=O)C1=CC(=NC2=CC=C(C=C12)F)C1=CC=C(C=C1)CN1CCOCC1 6-fluoro-2-(4-morpholin-4-ylmethyl-phenyl)-quinoline-4-carboxylic acid (2-pyrrolidin-1-yl-ethyl)-amide succinate salt